tert-butyl (R)-3-hydroxypyrrolidine-1-carboxylate O[C@H]1CN(CC1)C(=O)OC(C)(C)C